C(CCC=CCCCCCCCCCCCCCCCCCCCCCCCCC)(=O)O 4-Triacontenoic acid